COC(COC1=CC2=C(N=C(S2)Br)C(=C1F)Cl)=O 2-((2-bromo-4-chloro-5-fluorobenzo[d]thiazol-6-yl)oxy)acetic acid methyl ester